methyl 1-(pyridin-2-yl)indazole-5-carboxylate N1=C(C=CC=C1)N1N=CC2=CC(=CC=C12)C(=O)OC